Tert-butyl (R)-(2-(2-((((9H-fluoren-9-yl)methoxy)carbonyl)amino)-3-(tritylthio)propionylamino)ethyl)(methyl)carbamate C1=CC=CC=2C3=CC=CC=C3C(C12)COC(=O)N[C@H](C(=O)NCCN(C(OC(C)(C)C)=O)C)CSC(C1=CC=CC=C1)(C1=CC=CC=C1)C1=CC=CC=C1